N-methoxyoxazainide CON1OC=CC=[C-]1